C1=C(C=CC=2C3=CC=C(C=C3C3(C12)C1=CC=CC=C1C=1C=CC=CC13)O)O 9,9'-Spirobifluorene-2,7-diol